(1S,3R,4S,5R)-5-hydroxy-3-methyl-2-azabicyclo[2.2.1]heptane-2-carboxylic acid tert-butyl ester C(C)(C)(C)OC(=O)N1[C@@H]2C[C@H]([C@H]([C@H]1C)C2)O